C(C)(C)(C)OC(NC1C(N(CCC1)C=1C=NC(=CC1)N)=O)=O N-[1-(6-amino-3-pyridinyl)-2-oxo-3-piperidinyl]carbamic acid tert-butyl ester